FC1=C(C(=CC=C1)F)C=1SC=2C=NC(=CC2N1)NC1=CC=C(C(=N1)CN(S(=O)(=O)C)C)N1CCOCC1 N-[(6-{[2-(2,6-Difluorophenyl)-[1,3]thiazolo[5,4-c]pyridin-6-yl]amino}-3-(morpholin-4-yl)pyridin-2-yl)methyl]-N-methylmethanesulfonamide